ClC1=NC=C(C=C1CSC)C(F)(F)F (((2-chloro-5-(trifluoromethyl)pyridin-3-yl)methyl)thio)methane